(((5,5-difluoro-2,2-dimethoxy-1-vinylcyclohexyl)oxy)methyl)benzene FC1(CCC(C(C1)(C=C)OCC1=CC=CC=C1)(OC)OC)F